CCCCCCCCCCCC(=O)NCCS(=O)(=O)O The molecule is a fatty acid-taurine conjugate derived from dodecanoic acid. It has a role as a mouse metabolite. It derives from a dodecanoic acid. It is a conjugate acid of a N-dodecanoyltaurine(1-).